t-hexyl peroxyneo-hexanoate C(CC(C)(C)C)(=O)OOC(C)(C)CCC